2-[2-[[benzyl]methyl]-4-methoxy-phenyl]acetic acid C(C1=CC=CC=C1)CC1=C(C=CC(=C1)OC)CC(=O)O